N-(1-(6,7-Difluoro-4-oxo-3,4-dihydrophthalazin-1-yl)ethyl)-4-fluoro-N-methyl-1H-indole-2-carboxamide FC=1C=C2C(NN=C(C2=CC1F)C(C)N(C(=O)C=1NC2=CC=CC(=C2C1)F)C)=O